benzyl (2S)-2-(tert-butoxycarbonylamino)pent-4-ynoate C(C)(C)(C)OC(=O)N[C@H](C(=O)OCC1=CC=CC=C1)CC#C